2-chloro-N-(5,6,7,8-tetrahydronaphthalen-2-yl)acetamide ClCC(=O)NC1=CC=2CCCCC2C=C1